CS(=O)(=O)C1=CC=C(C=C1)N1N=C(C=C1)[N+](=O)[O-] 1-(4-methylsulfonylphenyl)-3-nitro-pyrazole